4-(((bis(benzyloxy)phosphoryl)oxy)methyl)benzeneFormic acid C(C1=CC=CC=C1)OP(=O)(OCC1=CC=CC=C1)OCC1=CC=C(C=C1)C(=O)O